C(C)(C)(C)OC(=O)N1[C@@H]2[C@](CC1)(CCC2)C(=O)O |o1:8,9| rel-trans-(3aR,6aS)-1-(tert-butoxycarbonyl)hexahydrocyclopenta[b]pyrrole-3a(1H)-carboxylic acid